ClC=1C=C(C=CC1N1C(N(C=C1)C)=O)C1=C(C(=CC(=C1)F)C=1C=C2N=CC=NC2=C(C1)N1C[C@H](NCC1)C)O (R)-1-(3-chloro-5'-fluoro-2'-hydroxy-3'-(8-(3-methylpiperazin-1-yl)quinoxalin-6-yl)-[1,1'-biphenyl]-4-yl)-3-methyl-1H-imidazol-2(3H)-one